N-(benzo[d][1,2]thiazepin-3-yl)-4-(4-chloro-2-fluorophenyl)benzamide C1=NS(C=CC2=C1C=CC=C2)NC(C2=CC=C(C=C2)C2=C(C=C(C=C2)Cl)F)=O